NC1=NC(=CC(=C1)OC1=C(C=C(C=C1)N1C(N(CC1=O)C=1C=NC=C(C1)C(F)(F)F)=O)CC)F 3-{4-[(2-amino-6-fluoro-4-pyridinyl)oxy]-3-ethylphenyl}-1-[5-(trifluoromethyl)-3-pyridinyl]-2,4-imidazolidinedione